ethyl 3-hydroxy-3-(2,4,6-trifluorophenyl)butanoate OC(CC(=O)OCC)(C)C1=C(C=C(C=C1F)F)F